FC1=CC=C(C=C1)NC(=O)N1CC2(C1)CCC(CC2)C2=CC=NC1=CC=C(C=C21)F N-(4-Fluorophenyl)-7-(6-fluorochinolin-4-yl)-2-azaspiro[3.5]nonan-2-carboxamid